SC1C(CCCC1)O 2-mercaptocyclohexan-1-ol